C(CCC\C=C/C\C=C/C\C=C/C\C=C/CCCCC)(=O)OCC Arachidonic Acid, Ethyl Ester